4-((1R,5S)-8-methyl-3,8-diazabicyclo-[3.2.1]octan-3-yl)-1H-benzo[d]imidazole CN1[C@H]2CN(C[C@@H]1CC2)C2=CC=CC=1NC=NC12